NC1=NC=CC(=N1)C=1C=C(C=C(C1)Cl)[C@H]1N(CC(OC1)(C)C)C(C=C)=O (R)-1-(5-(3-(2-aminopyrimidin-4-yl)-5-chlorophenyl)-2,2-dimethylmorpholino)prop-2-en-1-one